COC=1C=C2C(N(C=NC2=CC1)C)=O 6-methoxy-3-methylquinazolin-4-one